FC1=CC=CC=2NC(=NC21)C=2C=C(C=NC2)C2=CC(=NC=C2)N 5-(4-fluoro-1H-1,3-benzodiazol-2-yl)-[3,4'-bipyridin]-2'-amine